nonane triisocyanate [N-]=C=O.[N-]=C=O.[N-]=C=O.CCCCCCCCC